(R)-1-(1-(2-((2-chloro-4-fluoro-phenyl)amino)-5-methyl-pyrimidin-4-yl)-1H-pyrazol-4-yl)-3-(1-(3-chloro-phenyl)-2-hydroxy-ethyl)urea ClC1=C(C=CC(=C1)F)NC1=NC=C(C(=N1)N1N=CC(=C1)NC(=O)N[C@@H](CO)C1=CC(=CC=C1)Cl)C